C1(=C(C(=CC=C1)C)C)CC1=C(C(=CC=C1)C)C di(xylyl)methane